(±)-methyl (2S,3R,6R)-2-(4-acetamidophenethyl)-3,6-dimethyl-5-methylene-4-oxotetrahydro-2H-pyran-3-carboxylate C(C)(=O)NC1=CC=C(CC[C@@H]2O[C@@H](C(C([C@@]2(C(=O)OC)C)=O)=C)C)C=C1 |r|